ClC=1C=CC(=C(C1)NCCCC(=O)O)CN1CCN(CC1)C(=O)OC(C(F)(F)F)C(F)(F)F 4-((5-Chloro-2-((4-(((1,1,1,3,3,3-hexafluoropropan-2-yl)oxy)carbonyl)piperazin-1-yl)methyl)phenyl)amino)butanoic acid